5-cyclopropyl-3-(2,6-dichloro-4-methoxyphenyl)isoxazole-4-carboxylic acid ethyl ester C(C)OC(=O)C=1C(=NOC1C1CC1)C1=C(C=C(C=C1Cl)OC)Cl